(R)-2-(7-(4-bromo-3-(trifluoromethyl)benzoyl)-6-methyl-4-oxo-2-thioxo-1,4,5,6,7,8-hexahydropyrido[3,4-d]pyrimidin-3(2H)-yl)pyrimidine-5-carboxylic acid BrC1=C(C=C(C(=O)N2CC=3NC(N(C(C3C[C@H]2C)=O)C2=NC=C(C=N2)C(=O)O)=S)C=C1)C(F)(F)F